1-((S)-1-(3-chloro-5-fluoro-2-((4-methoxyphenoxy)methyl)phenyl)ethyl)pyrrolidin-2-one ClC=1C(=C(C=C(C1)F)[C@H](C)N1C(CCC1)=O)COC1=CC=C(C=C1)OC